(2S,4R)-N-[2-[(3-bromo-1-methyl-pyrazolo[3,4-d]pyrimidin-4-yl)amino]ethyl]-1-[(2S)-2-(4-cyclopropyltriazol-1-yl)-3,3-dimethyl-butanoyl]-4-hydroxy-pyrrolidine-2-carboxamide BrC1=NN(C2=NC=NC(=C21)NCCNC(=O)[C@H]2N(C[C@@H](C2)O)C([C@H](C(C)(C)C)N2N=NC(=C2)C2CC2)=O)C